C1(=C(CCC1)C(=O)N)C(=O)N cyclopent-1-ene-1,2-dicarboxamide